(S)-3-(3-chloro-4-fluorophenyl)-1-((2,2-dimethyl-1,3-dioxan-5-yl)methyl)-1-(1-(6-fluoro-1,2-dihydroisoquinolin-4-yl)ethyl)urea ClC=1C=C(C=CC1F)NC(N([C@@H](C)C1=CNCC2=CC=C(C=C12)F)CC1COC(OC1)(C)C)=O